O=C1NC(CCC1N1C(C2=CC=C(C=C2C1)CN[C@H]1C[C@@H](CCC1)C#N)=O)=O (1R,3R)-3-(((2-(2,6-dioxopiperidin-3-yl)-1-oxoisoindolin-5-yl)methyl)amino)cyclohexane-1-carbonitrile